benzyl-3-bromo-3-fluoro-6-(trifluoromethyl)indolin-2-one C(C1=CC=CC=C1)N1C(C(C2=CC=C(C=C12)C(F)(F)F)(F)Br)=O